4-(2-{[6-(dimethylamino)-2-(2,6-dioxopiperidin-3-yl)-1-oxo-2,3-dihydro-1H-isoindol-4-yl]oxy}acetyl)piperazin CN(C1=CC(=C2CN(C(C2=C1)=O)C1C(NC(CC1)=O)=O)OCC(=O)N1CCNCC1)C